5-{7-[1-(1,3-dimethyl-1H-pyrazole-4-sulfonyl)-2,5-dihydro-1H-pyrrol-3-yl]-1-fluoro-3-hydroxynaphthalen-2-yl}-1λ6,2,5-thiadiazolidine-1,1,3-trione CN1N=C(C(=C1)S(=O)(=O)N1CC(=CC1)C1=CC=C2C=C(C(=C(C2=C1)F)N1CC(NS1(=O)=O)=O)O)C